C(C)(C)(C)S(=O)(=O)NC(CC)=O N-(tert-butylsulfonyl)propionamide